(Z)-1,1,1,4,4,4-Hexafluoro-2-Buten FC(\C=C/C(F)(F)F)(F)F